N,N-Dimethyl-1-(5-(2,4,5-trifluoro-3-hydroxyphenyl)thiophene-2-carbonyl)pyrrolidine-2-carboxamide CN(C(=O)C1N(CCC1)C(=O)C=1SC(=CC1)C1=C(C(=C(C(=C1)F)F)O)F)C